4-(5-(1-(1-(2-fluoroacryloyl)azetidin-3-yl)-3-(4-(trifluoromethyl)phenyl)-1H-indazol-7-yl)-1,2,4-oxadiazol-3-yl)-N-phenylpiperidine-1-carboxamide FC(C(=O)N1CC(C1)N1N=C(C2=CC=CC(=C12)C1=NC(=NO1)C1CCN(CC1)C(=O)NC1=CC=CC=C1)C1=CC=C(C=C1)C(F)(F)F)=C